C1(CCCCC1)NC1=NC=C2C(=N1)N(C(N(C2)C2=C(C(=CC(=C2Cl)OC)OC)Cl)=O)C2CCN(CC2)C(\C=C\CN(C)C)=O (E)-7-(cyclohexylamino)-3-(2,6-dichloro-3,5-dimethoxyphenyl)-1-(1-(4-(dimethylamino)but-2-enoyl)piperidin-4-yl)-3,4-dihydropyrimido[4,5-d]-pyrimidin-2(1H)-one